2-(3-fluorophenyl)-N-[(2S)-1-hydroxypropan-2-yl]-3-oxo-6-[4-(trifluoromethyl)phenyl]-2,3-dihydropyridazine-4-carboxamide FC=1C=C(C=CC1)N1N=C(C=C(C1=O)C(=O)N[C@H](CO)C)C1=CC=C(C=C1)C(F)(F)F